1-ethyl-3-((S)-1,1,1,5,5,5-hexafluoropentan-2-yl)-1-((R)-1-(5-methoxy-4-(4-methoxybenzo[d]oxazol-6-yl)pyridin-2-yl)ethyl)urea C(C)N(C(=O)N[C@H](C(F)(F)F)CCC(F)(F)F)[C@H](C)C1=NC=C(C(=C1)C1=CC2=C(N=CO2)C(=C1)OC)OC